2-(4-chloropyridin-2-yl)-5,6-dimethylthieno[2,3-d]pyrimidin-4-ol ClC1=CC(=NC=C1)C=1N=C(C2=C(N1)SC(=C2C)C)O